C(C)(CC)OC=1C=C(C=CC1)SC=1C=CC2=C(C(=CS2)C2=CCN3CCCCC3CC2)C1 5-(3-sec-butoxyphenyl)thio-3-(1-azabicyclo[5.4.0]undec-3-en-4-yl)-benzothiophene